FC1=CC=CC(=N1)S(=O)(=O)NC1=NC(=C(C=C1)C(F)(F)F)C1=C(C=CC(=C1)F)C 6-fluoro-N-(6-(5-fluoro-2-methylphenyl)-5-(trifluoromethyl)pyridin-2-yl)pyridine-2-sulfonamide